(S)-2-((S)-2-((S)-3-(4-hydroxyphenyl)-2-((S)-pyrrolidine-2-carboxamido)propanamido)-3-(pyridin-2-yl)propanamido)-5,5-dimethylhexanoic acid OC1=CC=C(C=C1)C[C@@H](C(=O)N[C@H](C(=O)N[C@H](C(=O)O)CCC(C)(C)C)CC1=NC=CC=C1)NC(=O)[C@H]1NCCC1